1-cyclobutyl-N-(2-(2,6-dioxopiperidin-3-yl)-1-oxoisoindolin-5-yl)-1H-pyrrolo[2,3-b]pyridine-5-carboxamide C1(CCC1)N1C=CC=2C1=NC=C(C2)C(=O)NC=2C=C1CN(C(C1=CC2)=O)C2C(NC(CC2)=O)=O